2-[(2R)-3-(3,4-dihydro-1H-isoquinolin-2-yl)-2-hydroxy-propyl]-6-tetrahydropyran-4-yloxy-3,4-dihydroisoquinolin-1-one C1N(CCC2=CC=CC=C12)C[C@H](CN1C(C2=CC=C(C=C2CC1)OC1CCOCC1)=O)O